4-(5-neopentyl-1,2,4-oxadiazol-3-yl)benzoic acid C(C(C)(C)C)C1=NC(=NO1)C1=CC=C(C(=O)O)C=C1